6-bromo-4-(2-(6-methylpyridin-2-yl)-5,6-dihydro-4H-pyrrolo[1,2-b]pyrazol-3-yl)quinoline BrC=1C=C2C(=CC=NC2=CC1)C1=C2N(N=C1C1=NC(=CC=C1)C)CCC2